4-hydroxy-7-phenoxyisoquinoline-3-carboxamide OC1=C(N=CC2=CC(=CC=C12)OC1=CC=CC=C1)C(=O)N